C(C)OC(=O)C=1N=CN2C=NC=CC21 imidazo[1,5-c]pyrimidine-1-carboxylic acid ethyl ester